N1C=CC=2C1=NC=C(C2)OC2=C(C(=O)O)C=CC(=C2)N2CCC1(CC(C1)N1[C@@H](CN(CC1)CC1=CC=C(C=C1)OC)C1=C(C=CC=C1)C(C)C)CC2 |o1:27| (R or S)-2-((1H-pyrrolo[2,3-b]pyridin-5-yl)oxy)-4-(2-(2-(2-isopropylphenyl)-4-(4-methoxybenzyl)piperazin-1-yl)-7-azaspiro[3.5]nonan-7-yl)benzoic acid